BrC1=CC(=NC=C1)N[C@H]1C[C@H](N(C1)C(=O)OC(C)(C)C)C(=O)OC O1-tert-butyl O2-methyl (2S,4S)-4-[(4-bromo-2-pyridyl)amino]pyrrolidine-1,2-dicarboxylate